5-bromo-N-((3R,4S)-3-fluoro-1-isobutylpiperidin-4-yl)pyrrolo[2,1-f][1,2,4]triazin-2-amine BrC=1C=CN2N=C(N=CC21)N[C@@H]2[C@@H](CN(CC2)CC(C)C)F